3-[3-(2-chloro-6-methyl-4-pyridinyl)-5-(8-oxa-3-azabicyclo[3.2.1]oct-3-yl)pyrazolo[1,5-a]pyrimidin-2-yl]benzonitrile ClC1=NC(=CC(=C1)C=1C(=NN2C1N=C(C=C2)N2CC1CCC(C2)O1)C=1C=C(C#N)C=CC1)C